S(=O)(=O)=C1CC(=CC(C(=O)OC)=C1)C(=O)OC.[Na] sodium dimethyl 5-sulfonylisophthalate